N1C(=NC2=C1C=CC=C2)C2=CC(=NN2)NC(=O)C=2N=NC(=CC2)N2CCN(CC2)C N-[5-(1H-benzimidazol-2-yl)-1H-pyrazol-3-yl]-6-(4-methylpiperazin-1-yl)pyridazine-3-carboxamide